n-docosyl gallate C(C1=CC(O)=C(O)C(O)=C1)(=O)OCCCCCCCCCCCCCCCCCCCCCC